5-cyclopropyl-N2-(1-ethyl-1H-pyrazol-4-yl)-N4-(piperidin-3-yl)-7-((2-(trimethylsilyl)ethoxy)methyl)-7H-pyrrolo[2,3-d]pyrimidine-2,4-diamine C1(CC1)C1=CN(C=2N=C(N=C(C21)NC2CNCCC2)NC=2C=NN(C2)CC)COCC[Si](C)(C)C